C(C)(C)(C)[C@H]1S[C@@H]([C@H](N1C=O)C(=O)OC)CCCC methyl (2R,4R,5R)-2-(tert-butyl)-5-butyl-3-formylthiazolidine-4-carboxylate